N-((2R,3S)-1-acetyl-2-(((cis-4-(2,6-difluorophenyl)cyclohexyl)oxy)-methyl)piperidin-3-yl)methanesulfonamide C(C)(=O)N1[C@H]([C@H](CCC1)NS(=O)(=O)C)CO[C@@H]1CC[C@@H](CC1)C1=C(C=CC=C1F)F